CC1=CC(=O)OC2=C1C=CC(=C2)O[C@H]3[C@@H]([C@H]([C@H]([C@H](O3)CO)O)O)O The molecule is a beta-D-galactoside having a 4-methylumbelliferyl substituent at the anomeric position. It has a role as a chromogenic compound. It is a member of coumarins, a monosaccharide derivative and a beta-D-galactoside. It derives from a 4-methylumbelliferone.